N-(5-isopropyl-pyridin-2-yl)-3-(4-methoxy-pyridin-2-yl)-1,2,4-thiadiazol-5-amine C(C)(C)C=1C=CC(=NC1)NC1=NC(=NS1)C1=NC=CC(=C1)OC